bistrisPhenylphosphonium palladium dichloride [Pd](Cl)Cl.C1(=CC=CC=C1)[PH+](C1=CC=CC=C1)C1=CC=CC=C1.C1(=CC=CC=C1)[PH+](C1=CC=CC=C1)C1=CC=CC=C1